ClC=1C=C(C2=C(NC(=N2)C(=O)N2CC=3N([C@@H](C2)C)C(=NC3)C(F)(F)F)C1C)F |r| Racemic-(6-chloro-4-fluoro-7-methyl-1H-benzo[d]imidazol-2-yl)(5-methyl-3-(trifluoromethyl)-5,6-dihydroimidazo[1,5-a]pyrazin-7(8H)-yl)methanone